6-fluoro-1-[8-(trifluoromethylsulfonyl)-5-isoquinolinyl]-1,2,3,4-tetrahydroquinoline-8-carbonitrile FC=1C=C2CCCN(C2=C(C1)C#N)C1=C2C=CN=CC2=C(C=C1)S(=O)(=O)C(F)(F)F